C(C=C)N1C(C2=NC(=CC=C2C1=O)NC1=NC=C(C(=N1)N[C@H](CO)C1=CC=CC=C1)C1=NC(=NO1)C(C)(C)O)(C)C (S)-6-allyl-2-((4-((2-hydroxy-1-phenylethyl)amino)-5-(3-(2-hydroxypropan-2-yl)-1,2,4-oxadiazol-5-yl)pyrimidin-2-yl)amino)-7,7-dimethyl-6,7-dihydro-5H-pyrrolo[3,4-b]pyridin-5-one